C(C1=CC=CC=C1)NC(=O)[C@]12[C@@H]([C@@H]3[C@H](C(N1)=O)[C@@H](CN3CC(C)C)C2)CCC(C)C |o1:10,11,12,13,17| (3S*,3aR*,6S*,7R*,7aR*)-N-benzyl-1-isobutyl-7-isopentyl-4-oxooctahydro-6H-3,6-methanopyrrolo[3,2-c]pyridine-6-carboxamide